BrC1=CC(=C(COC2=NSC(=C2C(=O)N)NC(=O)NCCCCN2CCCC2)C(=C1)F)F 3-(4-bromo-2,6-difluoro-benzyloxy)-5-[3-(4-pyrrolidin-1-yl-butyl)-ureido]-isothiazole-4-carboxylic acid amide